FC1=C(C=CC(=C1)F)[C@@H]1N(OCC1)C1=CC(=NC=N1)NC=1C(=CC(=C(C1)NC(C=C)=O)N(C)CCN(C)C)OC N-(5-((6-((R)-3-(2,4-difluorophenyl)isoxazolidine-2-yl)pyrimidine-4-yl)amino)-2-((2-(dimethylamino)ethyl)-(methyl)amino)-4-methoxyphenyl)acrylamide